OC=1C=C2C(=NN(C2=CC1)C1OCCCC1)C=O 5-hydroxy-1-(tetrahydro-2H-pyran-2-yl)-1H-indazole-3-carbaldehyde